(5-fluoro-1H-indol-3-yl)-5-(3-methoxyphenyl)isoindoline-2-carboxamide FC=1C=C2C(=CNC2=CC1)C1N(CC2=CC(=CC=C12)C1=CC(=CC=C1)OC)C(=O)N